C(C)(=O)C([C@@]([C@@]1(C(O)=C(O)C(O1)=O)C(C)=O)(O)C(C)=O)(O)C(C)=O Tetraacetyl-vitamin C